BrC1=CC=CC=2C=3N(C(=NC12)N[C@@H]1C(NCC[S@](C1)=O)=O)N=C(N3)C=3C=NN(C3)C |o1:17| (1R*,6R)-6-{[7-bromo-2-(1-methyl-1H-pyrazol-4-yl)[1,2,4]triazolo[1,5-c]quinazolin-5-yl]amino}-1λ4,4-thiazepane-1,5-dione